C1(CC1)C1=CC(=C(N=N1)C(=O)O)NC1CC(C1)OC 6-cyclopropyl-4-[3-(trans-methoxy)cyclobutyl]amino-pyridazine-3-carboxylic acid